CN(S(=O)(=O)C1=CC(=C(C=C1)C1=NN2C(O[C@@H](CC2)C)=C1C(=O)OCC)F)C Ethyl (5R)-2-[4-(dimethylsulfamoyl)-2-fluorophenyl]-5-methyl-6,7-dihydro-5H-pyrazolo[5,1-b][1,3]oxazine-3-carboxylate